O=C1NCC2=C(N1C#N)C=CC=N2 2-oxo-1-dihydropyrido[3,2-d]pyrimidine-carbonitrile